O[C@H]1[C@H](O)[C@@H](O)[C@@H](O)[C@H](O1)C(=O)O beta-D-Galacturonic acid